FC1(CC(C1)C(N1C[C@@H](N(C[C@H]1C)C=1C=2N=C(N(C2N2C(N1)=NN=C2)C[C@H]2OCCC2)C)C)C2=C(C=CC(=C2)F)F)F 4-((2S,5R)-4-((3,3-Difluorocyclobutyl)(2,5-difluorophenyl)methyl)-2,5-dimethylpiperazin-1-yl)-2-methyl-1-(((S)-tetrahydrofuran-2-yl)methyl)-1H-[1,2,4]triazolo[3,4-b]purine